C1(CC1)[C@]1(CNCN1)C[C@@H](CC)C(=O)N1CC2=CC=C(C=C2C1)C(F)(F)F (s)-5-cyclopropyl-5-((R)-2-(5-(trifluoromethyl)isoindoline-2-carbonyl)butyl)imidazolidine